C(C)(=O)NC=1C=C(C=NC1)C1=CC2=C(C=C1OC)OCC1=C2N(N=C1C(=O)N(C)C(C)(C)C)C1=CC(=CC(=C1)Cl)Cl 8-(5-acetamidopyridin-3-yl)-N-tert-butyl-1-(3,5-dichlorophenyl)-7-methoxy-N-methyl-1,4-dihydrochromeno[4,3-c]pyrazole-3-carboxamide